FC1(CC(C1)CC(=O)NC1=C(C(=NN1CCN(C)C)C1CC(C1)(F)F)C)F 2-(3,3-difluorocyclobutyl)-N-(3-(3,3-difluorocyclobutyl)-1-(2-(dimethylamino)ethyl)-4-meth-yl-1H-pyrazol-5-yl)acetamide